5-[4-([(3-Hydroxy-pyridin-2-yl)carbonyl]amino)phenyl]-1H-naphtho[1,2-b][1,4]diazepine-2,4(3H,5H)-dione OC=1C(=NC=CC1)C(=O)NC1=CC=C(C=C1)N1C2=C(NC(CC1=O)=O)C1=CC=CC=C1C=C2